ClC1=CC(=C(C=C1)C1(OC2=C(O1)C=CC=C2C2CCN(CC2)CC2=NC1=C(N2C2COCC2)C=C(C=C1)C(=O)O)C)F 2-({4-[2-(4-chloro-2-fluorophenyl)-2-methyl-1,3-benzodioxol-4-yl]piperidin-1-yl}methyl)-1-(tetrahydrofuran-3-yl)-1H-benzimidazole-6-carboxylic acid